(E)-1-(4-(1-(benzyloxycarbonyl)-piperidin-4-yl)butyl)-2-cyano-3-(pyridin-3-yl)guanidine C(C1=CC=CC=C1)OC(=O)N1CCC(CC1)CCCCN/C(=N\C#N)/NC=1C=NC=CC1